ClC1=NC(=C(C=N1)OC)Cl 2,6-dichloro-5-methoxypyrimidine